1-(4-fluorophenyl)-6-cyclopropyloxy-2-oxo-1,2-dihydropyridine-3-carboxylic acid FC1=CC=C(C=C1)N1C(C(=CC=C1OC1CC1)C(=O)O)=O